ClC1=CC=C(C=C1)C=1C(OC2=CC(=CC=C2C1)N1CCN(CC1)C)=O 3-(4-chlorophenyl)-7-(4-methylpiperazin-1-yl)-2H-chromen-2-one